2-(3,8-DIAZABICYCLO[3.2.1]OCTAN-3-YL)-1,3,5-TRIAZINE C12CN(CC(CC1)N2)C2=NC=NC=N2